1-(5-chloro-2-methoxy-4-propylphenyl)butan-2-amine ClC=1C(=CC(=C(C1)CC(CC)N)OC)CCC